M-(4-amino-1H-pyrazolo[4,3-c]pyridin-7-yl)-N2-((5-cyanopyridin-2-yl)methyl)-N2-(1-(pyrimidin-2-yl)ethyl)oxalamide NC1=NC=C(C2=C1C=NN2)C=2C(=NC=C(C2)C#N)CN(C(C(=O)N)=O)C(C)C2=NC=CC=N2